O(CCCNC(CCCCOC1=C(C=C(C=C1OC)CC=1C(=NC(=NC1)N)N)OC)=O)CCCNC(CCCCOC1=C(C=C(C=C1OC)CC=1C(=NC(=NC1)N)N)OC)=O N,N'-(oxybis(propane-3,1-diyl))bis(5-(4-((2,4-diaminopyrimidin-5-yl)methyl)-2,6-dimethoxyphenoxy)pentanamide)